ClC1=C2C(=NNC2=CC=C1)N1CC(C1)F 4-chloro-3-(3-fluoroazetidin-1-yl)-1H-indazole